2-[4-[2-butyl-4-(4-[3-(diethylamino)propoxy]phenyl)imidazol-1-yl]phenoxy]-5-chloro-phenol C(CCC)C=1N(C=C(N1)C1=CC=C(C=C1)OCCCN(CC)CC)C1=CC=C(OC2=C(C=C(C=C2)Cl)O)C=C1